ClC=1N(C(C=2NC(=NC2N1)C=1C=NN(C1)CC1=CC(=CC=C1)C(F)(F)F)=O)CCC 2-chloro-1-propyl-8-[1-[[3-(trifluoromethyl)phenyl]methyl]pyrazol-4-yl]-7H-purin-6-one